COC1=C(CC(N)C)C=C2C(=C1OC)OCO2 2,3-dimethoxy-4,5-methylenedioxyamphetamine